O=C1NC(CCC1N1C(C2=CC=CC(=C2C1)OCC(=O)NCCOCCOCCC(=O)O)=O)=O 3-[2-[2-[[2-[2-(2,6-dioxo-3-piperidyl)-1-oxo-isoindolin-4-yl]oxyacetyl]amino]ethoxy]ethoxy]propanoic acid